FC(C12CNCC2(C1)C(=O)NN)(F)F 5-(trifluoromethyl)-3-azabicyclo[3.1.0]hexane-1-carbohydrazide